C(C1=CC=CC=C1)NC1=NC=C2N(C1=O)[C@@H](C[C@@H]2CC)C(=O)NCC2=CC1=C(CN(C1)C(=O)OC(C)(C)C)S2 tert-butyl 2-(((6S,8S)-3-(benzylamino)-8-ethyl-4-oxo-4,6,7,8-tetrahydropyrrolo[1,2-a]pyrazine-6-carboxamido)methyl)-4,6-dihydro-5H-thieno[2,3-c]pyrrole-5-carboxylate